COC=1C(=NC=C(N1)C)C1=NC=CC=C1S(=O)(=O)NCOC 3-methoxy-5-methylpyrazin-2-yl-N-(methoxymethyl)pyridine-3-sulfonamide